N-(5-((6-((R)-3-(2,3-difluorophenyl)isoxazolidine-2-yl)pyrimidine-4-yl)amino)-4-methoxy-2-((3aS,6aS)-1-methylhexahydro-pyrrolo[3,4-b]pyrrole-5(1H)-yl)phenyl)acrylamide FC1=C(C=CC=C1F)[C@@H]1N(OCC1)C1=CC(=NC=N1)NC=1C(=CC(=C(C1)NC(C=C)=O)N1C[C@H]2N(CC[C@H]2C1)C)OC